3-[(3,5-dimethylisoxazol-4-yl)methyl]-6-{[2-(1-methylpyrazol-4-yl)-4-pyridyl]oxy}quinazolin-4-one CC1=NOC(=C1CN1C=NC2=CC=C(C=C2C1=O)OC1=CC(=NC=C1)C=1C=NN(C1)C)C